ClC1=CC(=C(C=C1F)[C@H](NC(=O)[C@@H]1N([C@@H]2C[C@@H]2C1)C(=O)C1=NC(=NC=C1)C(F)(F)F)C1COC1)F (1R,3R,5R)-N-((R)-(4-chloro-2,5-difluorophenyl)(3-oxetanyl)methyl)-2-((2-(trifluoromethyl)-4-pyrimidinyl)carbonyl)-2-azabicyclo[3.1.0]hexane-3-carboxamide